8-(3-chloro-4-fluorophenyl)-2-(2-oxo-2-(pyrrolidin-1-yl)ethyl)pyrrolo[1,2-a]pyrazin-1(2H)-one ClC=1C=C(C=CC1F)C=1C=CN2C1C(N(C=C2)CC(N2CCCC2)=O)=O